C(C)(C)(C)OC(=O)N[C@@H](C(=O)N[C@@H]1C[C@@](N(CC1)C(=O)OC(C)(C)C)(C(=O)OCC1=CC=CC=C1)CCCCB1OC(C(O1)(C)C)(C)C)C(C)C 2-benzyl 1-(tert-butyl) (2R,4S)-4-((R)-2-((tert-butoxycarbonyl)amino)-3-methylbutanamido)-2-(4-(4,4,5,5-tetramethyl-1,3,2-dioxaborolan-2-yl)butyl)piperidine-1,2-dicarboxylate